2'-chloro-6'-(2,2,2-trifluoroethyl)-2,3,5,6,6',7'-hexahydrospiro[pyran-4,5'-pyrrolo[3,4-b]pyridine] ClC1=CC=C2C(=N1)CN(C21CCOCC1)CC(F)(F)F